2-butyl-triethanolamine chloride salt [Cl-].CC(CC)C(N(CCO)CCO)CO